ClC1=C(C=C2C=C(N=CC2=C1)NC(=O)[C@H]1[C@@H](C1)C1=NC=CC(=C1)F)C1CCN(CC1)[C@@]1(COC[C@@H]1O)C (1R,2R)-N-(7-chloro-6-(1-((3R,4R)-4-hydroxy-3-methyltetrahydrofuran-3-yl)piperidin-4-yl)isoquinolin-3-yl)-2-(4-fluoropyridin-2-yl)cyclopropane-1-carboxamide